Yttrium(III) tris(isopropoxide) CC([O-])C.CC([O-])C.CC([O-])C.[Y+3]